BrC=1C=C2C(=NC1)COCC2 3-bromo-5H,6H,8H-pyrano[3,4-b]pyridine